2-phenyl-2-benzyl-1,3-dimethoxypropane C1(=CC=CC=C1)C(COC)(COC)CC1=CC=CC=C1